(S)-N-(1-(6-(2-hydroxy-4-(trifluoromethyl)phenyl)-5-methyl-1,2,4-triazin-3-yl)pyrrolidin-3-yl)acetamide OC1=C(C=CC(=C1)C(F)(F)F)C1=C(N=C(N=N1)N1C[C@H](CC1)NC(C)=O)C